[Br-].C(CCCCCCCCCCC)[NH+](C)C N-dodecyl-N,N-dimethylammonium bromide